CCCCCCCCC(CCCCCCCC)OC(CCCCCN(CCO)CCCCN)=O 6-((4-aminobutyl)(2-hydroxyethyl)amino)hexanoic acid heptadecan-9-yl ester